C(CCCCCCCCCCCCCCC)C(C(=O)OC(COC(CCCCC)=O)CO)CCCCCCCCCCCCCC glycerol caproate (CETYL-PALMITATE)